O[C@H]1[C@H](O)[C@@H](O)[C@H](O[C@H]2[C@H](O)[C@@H](O)[C@@H](O)[C@H](O2)CO)[C@H](O1)CO β-Lactose